BrC=1C=C(C=CC1)C(C)N(CCNS(=O)(=O)C)CC N-(2-((1-(3-bromophenyl)ethyl)(ethyl)amino)ethyl)methanesulfonamide